COC1=C(C=CC=C1)C1(CCCC1)NC(C1=CC(=CC=C1)N1C=NN=C1)=O N-(1-(2-methoxyphenyl)cyclopentyl)-3-(4H-1,2,4-triazol-4-yl)benzamide